NC1(C(C1)(F)F)C1=CC=C(C=C1)C=1C2=C(N=C(N1)N1[C@H]([C@@H](C1)O)C)C(CC2)(F)F (2S,3R)-1-(4-(4-(1-amino-2,2-difluorocyclopropyl)phenyl)-7,7-difluoro-6,7-dihydro-5H-cyclopenta[d]pyrimidin-2-yl)-2-methylazetidin-3-ol